dineopentyl 2,3-dineopentylsuccinate C(C(C)(C)C)C(C(=O)OCC(C)(C)C)C(C(=O)OCC(C)(C)C)CC(C)(C)C